t-Butyl 4-[4-[3-cyano-4-[(3,5-difluoro-6-methyl-2-pyridyl)sulfanyl]pyrazolo[1,5-a]pyridin-6-yl]-5-methyl-pyrazol-1-yl]piperidine-1-carboxylate C(#N)C=1C=NN2C1C(=CC(=C2)C=2C=NN(C2C)C2CCN(CC2)C(=O)OC(C)(C)C)SC2=NC(=C(C=C2F)F)C